1-ethoxybutylmethacrylate C(C)OC(CCC)OC(C(=C)C)=O